[7-[[4-methyl-6-(methylamino)pyrimidin-2-yl]amino]-2,3-dihydro-1,4-benzodioxin-5-yl]-2,3,4,7-tetrahydroazepine-1-carboxylic acid tert-butyl ester C(C)(C)(C)OC(=O)N1C(CCC=CC1)C1=CC(=CC=2OCCOC21)NC2=NC(=CC(=N2)C)NC